di-sec-butyl-malonic acid C(C)(CC)C(C(=O)O)(C(=O)O)C(C)CC